C(=O)(OC(C)(C)C)NNC1=CC=CC=C1 N-Boc-N'-phenylhydrazine